C12(CC(C1)C2)NC([C@H](CC2CCCC2)NC(=O)C=2SC(=CC2)[C@@H](C)N(C)C=2C=NC=C(C2)Cl)=O (2S)-N-{bicyclo[1.1.1]pentan-1-yl}-2-({5-[(1R)-1-[(5-chloropyridin-3-yl)(methyl)amino]ethyl]thiophen-2-yl}formamido)-3-cyclopentylpropanamide